4-(1-methylcyclopropoxy)-3-nitropyridin-2-amine CC1(CC1)OC1=C(C(=NC=C1)N)[N+](=O)[O-]